C12(CNCC(CC1)C2)CC(=O)N(C)C 2-(3-azabicyclo[3.2.1]oct-1-yl)-N,N-dimethylacetamide